4-((Cyclopropylamino)methyl)isoquinolin-1(2H)-one hydrobromide Br.C1(CC1)NCC1=CNC(C2=CC=CC=C12)=O